[6-(6-benzyl-3,6-diazabicyclo[3.1.1]heptan-3-yl)-3-pyridyl]boronic acid C(C1=CC=CC=C1)N1C2CN(CC1C2)C2=CC=C(C=N2)B(O)O